CC=1NC(C(=CC1C1=CC=NC=C1)C#N)=O 1,6-dihydro-2-methyl-6-oxo-(3,4'-bipyridine)-5-carbonitrile